1-(4,6-dimethylpyridin-3-yl)benzene-1,2-diamine CC1=C(C=NC(=C1)C)C1(C(C=CC=C1)N)N